OC1=C(C=C(C=C1C(C)(C)C)N1N=C2C(=N1)C=CC(=C2)Cl)C 2-(2-hydroxy-3-tert-butyl-5-tolyl)-5-chlorobenzotriazole